3,5-dichloro-4-(4-methoxyphenoxy)aniline ClC=1C=C(N)C=C(C1OC1=CC=C(C=C1)OC)Cl